NCCN(CCC(=O)O)C (2-aminoethyl)-N-methyl-β-alanine